6-(4-methoxypiperidin-1-yl)pyridin-3-amine COC1CCN(CC1)C1=CC=C(C=N1)N